C(CCC)N1CC(N(CC1)CC1=C2C=CN(C2=C(C=C1OC)C)C(=O)OC(C)(C)C)C1=CC=C(C=C1)C(=O)OC tert-butyl 4-((4-butyl-2-(4-(methoxycarbonyl)phenyl)piperazin-1-yl)methyl)-5-methoxy-7-methyl-1H-indole-1-carboxylate